3-Bromo-1-(3-ethoxy-4-methoxyphenyl)-5-isobutylpyrazole BrC1=NN(C(=C1)CC(C)C)C1=CC(=C(C=C1)OC)OCC